N-(methoxycarbonyl)methyl-3-aminopropyltriethoxysilane COC(=O)CNCCC[Si](OCC)(OCC)OCC